ClC1=NC(=CC(=N1)N1[C@@H](COCC1)CCO)Cl (R)-2-(4-(2,6-dichloropyrimidin-4-yl)morpholin-3-yl)ethanol